FC1=CC(=CC2=C1CC=CO2)F 5,7-difluoro-4H-benzopyran